C1(=CC=CC=C1)C1=CN=C(C=2N1C=CN2)NC2=CC=C(C=C2)N2CCN(CC2)C(=O)OC(C)(C)C tert-Butyl 4-(4-((5-phenylimidazo[1,2-a]pyrazin-8-yl)amino)phenyl)piperazine-1-carboxylate